FC1(CCN(CCC1)C1=NC2=CC=NC=C2C=C1C(=O)OCC)F ethyl 2-(4,4-difluoroazepan-1-yl)-1,6-naphthyridine-3-carboxylate